N1=C(N=C(C2=C1CCCS2)O)O 7,8-dihydro-6H-thiopyrano[3,2-d]pyrimidine-2,4-diol